CS(=O)(=O)OCC=1C(=NC=CC1)N1C(NC(CC1)=O)=O (2-(2,4-dioxotetrahydropyrimidin-1(2H)-yl)pyridin-3-yl)methyl methanesulfonate